3-{[(6,8-dimethoxy-1,2,3,4-tetrahydronaphthalen-1-yl)methyl]amino}pyridine-4-carboxylic acid COC=1C=C2CCCC(C2=C(C1)OC)CNC=1C=NC=CC1C(=O)O